(2-(6-((4-chlorophenyl)amino)-2-morpholinopyrimidin-4-yl)azetidine-1-yl)(5-methoxypyridin-2-yl)methanone ClC1=CC=C(C=C1)NC1=CC(=NC(=N1)N1CCOCC1)C1N(CC1)C(=O)C1=NC=C(C=C1)OC